N-(3-fluorophenyl)-N-({5-[5-(trifluoromethyl)-1,3,4-oxadiazol-2-yl]-1,3-thiazol-2-yl}methyl)propane-1-sulfonamide FC=1C=C(C=CC1)N(S(=O)(=O)CCC)CC=1SC(=CN1)C=1OC(=NN1)C(F)(F)F